ethyl 2-[2-chloro-3-[(Z)-N-(1,1-dimethylethylsulfinyl)-C-methyl-carbonimidoyl]phenyl]-2,2-difluoroacetate ClC1=C(C=CC=C1\C(=N/S(=O)C(C)(C)C)\C)C(C(=O)OCC)(F)F